tert-butyl cis-3-(2-bromo-6-chloropyridin-4-yl)-2-methylmorpholine-4-carboxylate BrC1=NC(=CC(=C1)[C@@H]1N(CCO[C@@H]1C)C(=O)OC(C)(C)C)Cl